C(#N)C=1C=C(C=CC1)COCC(=O)NC12CC(C1)(C2)NC(COC2=CC(=C(C=C2)Cl)Cl)=O 2-[(3-cyanophenyl)methoxy]-N-{3-[2-(3,4-dichlorophenoxy)acetylamino]bicyclo[1.1.1]pentan-1-yl}acetamide